ClC1=C(C=CC(=C1)Cl)C(CNC(=O)[C@]1([C@@H](CC[C@H](C1)C)C(C)C)O)=O (1S,2S,5R)-N-[2-(2,4-dichlorophenyl)-2-oxo-ethyl]-1-hydroxy-2-isopropyl-5-methyl-cyclohexanecarboxamide